N1=CC=NC2=CC(=CC=C12)CNC=1C=NC=CC1C1CCN(CC1)C(=O)OC(C)(C)C tert-Butyl 4-(3-((quinoxalin-6-ylmethyl)amino)pyridin-4-yl)piperidine-1-carboxylate